C(C)(C)(C)C=1C=C(C=C(C1O)C(C)(C)C)CCC(=O)OCCNC(C(=O)NCCOC(CCC1=CC(=C(C(=C1)C(C)(C)C)O)C(C)(C)C)=O)=O [Oxalylbis(azanediyl)]bis(ethane-2,1-diyl) Bis[3-(3,5-di-tert-butyl-4-hydroxyphenyl)propanoate]